methyl (2S)-2-[[(2S)-2-[(7-chloro-1H-indole-2-carbonyl)amino]-3-cyclopropyl-propanoyl]amino]-3-[(3S)-2-oxopyrrolidin-3-yl]propanoate ClC=1C=CC=C2C=C(NC12)C(=O)N[C@H](C(=O)N[C@H](C(=O)OC)C[C@H]1C(NCC1)=O)CC1CC1